5-(4-(4-(3-amino-6-(2-hydroxyphenyl)pyridazin-4-yl)phenyl)-[1,4'-bipiperidin]-1'-yl)-2-(2,6-dioxopiperidin-3-yl)-6-fluoroisoindoline-1,3-dione NC=1N=NC(=CC1C1=CC=C(C=C1)C1CCN(CC1)C1CCN(CC1)C=1C=C2C(N(C(C2=CC1F)=O)C1C(NC(CC1)=O)=O)=O)C1=C(C=CC=C1)O